2,6-bis(2,4,6-triisopropylphenyl)phenyl-dicyclohexylphosphine C(C)(C)C1=C(C(=CC(=C1)C(C)C)C(C)C)C1=C(C(=CC=C1)C1=C(C=C(C=C1C(C)C)C(C)C)C(C)C)P(C1CCCCC1)C1CCCCC1